tert-butyl (1R,4R)-5-(4-methoxybenzyl)-6-oxo-2,5-diazabicyclo[2.2.1]heptane-2-carboxylate COC1=CC=C(CN2[C@H]3CN([C@@H](C2=O)C3)C(=O)OC(C)(C)C)C=C1